CN(C(=O)OCC=1C=C2CCCC2=CC1N)C1=CC(=C(C=C1)C=1N=C(N(C1C)COCC[Si](C)(C)C)C(C1=NC=C(C=C1)Cl)=O)N (6-Amino-2,3-dihydro-1H-inden-5-yl)methanol methyl-(3-amino-4-(2-(5-chloropicolinoyl)-5-methyl-1-((2-(trimethylsilyl)ethoxy)methyl)-1H-imidazol-4-yl)phenyl)carbamate